CN(C1=CC=CC(=N1)NCC1=CC(=C(C(=C1)O)N1CC(NS1(=O)=O)=O)F)C 5-(4-(((6-(dimethylamino)pyridin-2-yl)amino)methyl)-2-fluoro-6-hydroxyphenyl)-1,2,5-thiadiazolidin-3-one 1,1-dioxide